(±)-2,4,8-trimethyl-7-nonen-2-ol CC(C)(C[C@@H](CCC=C(C)C)C)O |r|